C(C)C(C(=O)[O-])CCCC.C(C)C(C(=O)[O-])CCCC.[Ca+2] Calcium bis(2-ethylhexanoat)